FC1=C(C(=C(C#N)C=C1)N1CCN(CC1)C1=NN=CN1C)C=1C=NC(=CC1)F 4-fluoro-3-(6-fluoropyridin-3-yl)-2-(4-(4-methyl-4H-1,2,4-triazol-3-yl)piperazin-1-yl)benzonitrile